3-[3-(4-{[(4-bromopyridin-2-yl)amino]methyl}phenyl)-5-phenylimidazo[4,5-b]pyridin-2-yl]pyridin-2-amine BrC1=CC(=NC=C1)NCC1=CC=C(C=C1)N1C(=NC=2C1=NC(=CC2)C2=CC=CC=C2)C=2C(=NC=CC2)N